NC1C(CCCC1)NC1=NC(=C2N=CN(C2=N1)C(C)C)NC=1C=C(C=C(C1)Cl)CC(=O)N racemic-N-cis-(3-((2-((2-aminocyclohexyl)amino)-9-isopropyl-9H-purin-6-yl)amino)-5-chlorophenyl)acetamide